COC(=O)C=1C=C2C=C(C(NC2=CC1)=O)C 3-methyl-2-oxo-1,2-dihydroquinoline-6-carboxylic acid methyl ester